5-bromoisoquinolin-1-amine BrC1=C2C=CN=C(C2=CC=C1)N